7-(piperazin-1-yl)-4H-pyrido[1,2-a][1,3,5]triazin-4-one N1(CCNCC1)C=1C=CC=2N(C(N=CN2)=O)C1